R-(-)-epichlorohydrin C1[C@@H](O1)CCl